FC(C1=C2CNC(C2=CC=C1)=O)(F)F 4-(trifluoromethyl)isoindolin-1-one